C(OC(C(C)C)I)(OCCCCCCCCCCCCC)=O 1-Iodo-2-methylpropyl tridecyl carbonate